N-(5-(4-((2S,5R)-4-acryloyl-2,5-dimethylpiperazin-1-yl)quinazoline-6-yl)-2-methoxypyridin-3-yl)-2,4-difluorobenzenesulfonamide C(C=C)(=O)N1C[C@@H](N(C[C@H]1C)C1=NC=NC2=CC=C(C=C12)C=1C=C(C(=NC1)OC)NS(=O)(=O)C1=C(C=C(C=C1)F)F)C